C1N(CCC2=CC=CC=C12)C[C@H](CN1C(C2=CC=C(C=C2CC1)N1CCN(CC1)CCOC)=O)O 2-[(2R)-3-(3,4-dihydro-1H-isoquinolin-2-yl)-2-hydroxy-propyl]-6-(4-(2-methoxyethyl)piperazin-1-yl)-3,4-dihydroisoquinolin-1-one